2-cyclopropyl-8-methyl-7-(3-(trifluoromethyl)-7,8-dihydro-1,6-naphthyridin-6(5H)-yl)-4H-pyrimido[1,2-b]pyridazin-4-one C1(CC1)C=1N=C2N(N=C(C(=C2)C)N2CC=3C=C(C=NC3CC2)C(F)(F)F)C(C1)=O